C(C)OC(=O)C=1C(N(C(NC1)=O)C)=O 3-methyl-2,4-dioxo-1,2,3,4-tetrahydropyrimidine-5-carboxylic acid ethyl ester